N=1C=NN2C1C=C(C=C2)OC2=C(C=C(C=C2)NC=2C1=C(N=CN2)C=NC(=C1)N1CCN(CC1)C(C=C)=O)C 1-(4-(4-((4-([1,2,4]triazolo[1,5-a]pyridin-7-yloxy)-3-methylphenyl)amino)pyrido[3,4-d]pyrimidin-6-yl)piperazin-1-yl)prop-2-en-1-one